3-[2-[2-[[2-[2,6-bis(oxidanylidene)piperidin-3-yl]-1-oxidanylidene-3H-isoindol-5-yl]oxy]ethoxy]ethoxy]-N-[2-[4-[6-(dimethylamino)pyridin-3-yl]phenyl]-1,3-benzothiazol-6-yl]propanamide O=C1NC(CCC1N1C(C2=CC=C(C=C2C1)OCCOCCOCCC(=O)NC1=CC2=C(N=C(S2)C2=CC=C(C=C2)C=2C=NC(=CC2)N(C)C)C=C1)=O)=O